(5R)-2-(1,5-Dimethylpyrazol-4-yl)-N-[(3S)-9-fluoro-2-oxo-5-phenyl-1,3-dihydro-1,4-benzodiazepin-3-yl]-5-methyl-6,7-dihydro-5H-pyrazolo[5,1-b][1,3]oxazine-3-carboxamide CN1N=CC(=C1C)C1=NN2C(O[C@@H](CC2)C)=C1C(=O)N[C@@H]1C(NC2=C(C(=N1)C1=CC=CC=C1)C=CC=C2F)=O